NC1CS(C2=C(N(C1=O)CC1=CC=C(C=C1)Cl)C=C(C(=C2)F)C=2OC(=NN2)N2CC1(C2)CCC1)(=O)=O 3-amino-7-[5-(2-azaspiro[3.3]heptan-2-yl)-1,3,4-oxadiazol-2-yl]-5-[(4-chlorophenyl)methyl]-8-fluoro-1,1-dioxo-2,3-dihydro-1λ6,5-benzothiazepin-4-one